FC1=CC=C(C=C1)C1=CC(=C(C=N1)CNC(C=C)=O)N1N=CC(=N1)C N-((6-(4-fluorophenyl)-4-(4-methyl-2H-1,2,3-triazol-2-yl)pyridin-3-yl)methyl)acrylamide